2-(2-(2-methoxyethoxy)ethoxy)-4-(6-(piperidin-1-yl)naphthalene-2-yl)Nicotinamide COCCOCCOC1=C(C(=O)N)C(=CC=N1)C1=CC2=CC=C(C=C2C=C1)N1CCCCC1